CN(CCC1(C(C=C(C=C1)NC1=NC=C(C(=N1)C1=CNC2=C(C=CC=C12)OC)OC)[N+](=O)[O-])NC)C 1-(2-(dimethylamino)ethyl)-N1-methyl-N4-(5-methoxy-4-(7-methoxy-1H-indol-3-yl)pyrimidin-2-yl)-2-nitrobenzene-1,4-diamine